[Ni](Cl)Cl.C1(=CC=CC=C1)P(CCCP(C1=CC=CC=C1)C1=CC=CC=C1)C1=CC=CC=C1 [1,3-bis(diphenylphosphino)propane] Nickel (II) dichloride